OC1=C(OC2=C(C1=O)C(=CC(=C2)O)O)C2=CC=C1C=CNC1=C2 3,5,7-Trihydroxy-2-(1H-indol-6-yl)benzopyran-4-one